N-(3-fluoro-4-phenoxyphenyl)-3,4-dihydro-2H-[1,4]oxazino[2,3-f]quinazolin-10-amine FC=1C=C(C=CC1OC1=CC=CC=C1)NC1=NC=NC2=CC=C3C(=C12)OCCN3